CC1(C=2C=CC(=CC2C(CC1)(C)C)\C(=C/CO)\C)C (Z)-3-(5,5,8,8-tetramethyl-5,6,7,8-tetrahydronaphthalen-2-yl)but-2-en-1-ol